(S)-dimethyl (3-methyl-2-oxo-5-phenylpentyl)phosphonate C[C@H](C(CP(OC)(OC)=O)=O)CCC1=CC=CC=C1